N-(((1S,4S,5S)-4-(4-(8-azido-2-methyloctan-2-yl)-2,6-dimethoxyphenyl)-6,6-dimethylbicyclo[3.1.1]hept-2-en-2-yl)methyl)-7-((7-nitrobenzo[c][1,2,5]selenadiazol-4-yl)oxy)heptanamide N(=[N+]=[N-])CCCCCCC(C)(C)C1=CC(=C(C(=C1)OC)[C@H]1C=C([C@@H]2C([C@H]1C2)(C)C)CNC(CCCCCCOC2=CC=C(C1=N[Se]N=C12)[N+](=O)[O-])=O)OC